6-phenyl-1,3,5-triazine-2,4-dithiol C1(=CC=CC=C1)C1=NC(=NC(=N1)S)S